(3E,6S)-6-isopropenyl-3-methyl-3,9-decadienol C(=C)(C)[C@H](C/C=C(/CCO)\C)CCC=C